1-(((dimethylcarbamoyl)oxy)methyl)pyridine CN(C(=O)OCN1CC=CC=C1)C